4-(difluoromethoxy)-N-(5-(4-(difluoromethoxy)-2,6-difluorophenyl)-2-(6-(2-hydroxy-2-methylpropoxy)-4-methylpyridin-2-yl)-1-methyl-3-oxo-2,3-dihydro-1H-pyrazol-4-yl)benzamide FC(OC1=CC=C(C(=O)NC=2C(N(N(C2C2=C(C=C(C=C2F)OC(F)F)F)C)C2=NC(=CC(=C2)C)OCC(C)(C)O)=O)C=C1)F